C(C(C)(C)C)N[C@@H](C)C(=O)O neopentyl-alanine